tert-butyl (3-(hydroxymethyl)bicyclo[1.1.1]pentan-1-yl)carbamate OCC12CC(C1)(C2)NC(OC(C)(C)C)=O